6-(4-cyclopropyl-6-methoxypyrimidin-5-yl)-4-((4-(1-methyl-4-(trifluoromethyl)-1H-imidazol-2-yl)benzyl)oxy)-1-(tetrahydro-2H-pyran-2-yl)-1H-pyrazolo[3,4-d]pyrimidine C1(CC1)C1=NC=NC(=C1C1=NC(=C2C(=N1)N(N=C2)C2OCCCC2)OCC2=CC=C(C=C2)C=2N(C=C(N2)C(F)(F)F)C)OC